2-(2-(cyclopropanesulfonamido)thiazol-4-yl)-N-(4-(6-(2,2,2-trifluoroethoxy)pyrazin-2-yl)phenyl)butanamide C1(CC1)S(=O)(=O)NC=1SC=C(N1)C(C(=O)NC1=CC=C(C=C1)C1=NC(=CN=C1)OCC(F)(F)F)CC